C(C1=CC=CC=C1)(=O)NC1=NC(N(C=C1C)[C@@H]1O[C@]2(CN([C@@H]1[C@@H]2O)C(=O)NC(C)C)COC(C2=CC=CC=C2)(C2=CC=C(C=C2)OC)C2=CC=C(C=C2)OC)=O (1R,3R,4R,7S)-3-(4-benzoylamino-5-methyl-2-oxopyrimidin-1-yl)-1-[[bis(4-methoxyphenyl)phenylmethoxy]methyl]-7-hydroxy-N-isopropyl-2-oxa-5-azabicyclo[2.2.1]heptane-5-carboxamide